3-((1-fluorocyclopropyl)methoxy)-1-((2-(trimethylsilyl)ethoxy)methyl)-1H-pyrazol-4-amine FC1(CC1)COC1=NN(C=C1N)COCC[Si](C)(C)C